phenyl(spirobi[fluorene]yl)(phenylbenzselenophenyl)triazine C1(=CC=CC=C1)C1=C(C(=NN=N1)C=1[Se]C2=C(C1C1=CC=CC=C1)C=CC=C2)C=2C1(C3=CC4=CC=CC=C4C3=CC2)C=CC=C2C3=CC=CC=C3C=C21